2,4-bis{4-[(3-diisopropylaminopentyl)aminomethyl]phenyl}-7-phenyl-7H-pyrrolo[2,3-d]pyrimidine oxalate C(C(=O)O)(=O)O.C(C)(C)N(C(CCNCC1=CC=C(C=C1)C=1N=C(C2=C(N1)N(C=C2)C2=CC=CC=C2)C2=CC=C(C=C2)CNCCC(CC)N(C(C)C)C(C)C)CC)C(C)C